FC=1C=C(C=C(C1)F)C(C(=O)OCC)(F)F ethyl 2-(3,5-difluorophenyl)-2,2-difluoroacetate